2-((R)-3-(aminomethyl)pyrrolidin-1-yl)-5-(2,3-dichlorophenyl)-6-methylpyrimidine-4-carboxamide NC[C@@H]1CN(CC1)C1=NC(=C(C(=N1)C(=O)N)C1=C(C(=CC=C1)Cl)Cl)C